C(C)(C)(C)OC(=O)N1CC(N(CC1)C1=CC=CC=2N(C=NC21)COCC[Si](C)(C)C)=O tert-butyl-3-oxo-4-(1-((2-(trimethylsilyl)ethoxy)methyl)-1H-benzo[d]imidazol-4-yl)piperazine-1-carboxylate